ClC=1C=NC(=NC1)CC=1C(=NC(=NC1)C=O)C1=CC(=C(C=C1)F)F 5-[(5-chloropyrimidin-2-yl)methyl]-4-(3,4-difluorophenyl)pyrimidine-2-carbaldehyde